2-hydroxy-2-methyl-1-(1-methylvinyl)benzophenone OC1(C(C(=O)C2=CC=CC=C2)(C=CC=C1)C(=C)C)C